CN(C1=CC=C(C=C1)[C@H]1C[C@]2(C(CCC2C2CC[C@]3(CC4(OCCO4)CCC3=C12)O)=O)C)C (5R,11R,13R)-11-(4-(dimethylamino)phenyl)-5-hydroxy-13-methyl-1,4,5,6,7,8,11,12,13,14,15,16-dodecahydrospiro[cyclopenta[a]phenanthrene-3,2'-[1,3]dioxolan]-17(2H)-one